2-bromo-6-(trifluoromethyl)pyridin-3-ol tert-butyl-4-((3,6-dichloropyridazin-4-ylamino)methyl)piperidine-1-carboxylate C(C)(C)(C)C1N(CCC(C1)CNC1=C(N=NC(=C1)Cl)Cl)C(=O)OC=1C(=NC(=CC1)C(F)(F)F)Br